N-succinimidyl-4-(2-pyridylthio)pentanoate C1(CCC(N1N1C(C=CC=C1)SC(CCC(=O)[O-])C)=O)=O